8-(hydroxymethyl)-2,6-diazaspiro[3.4]octane-2,6-dicarboxylic acid 6-benzyl 2-(tert-butyl) ester C(C)(C)(C)OC(=O)N1CC2(C1)CN(CC2CO)C(=O)OCC2=CC=CC=C2